2,2-diethyl-1,3-propanediol diacrylate C(C=C)(=O)OCC(COC(C=C)=O)(CC)CC